CC=1N=C(SC1C1=NC(=NC=C1)NC1=C(C=CC(=C1)[N+](=O)[O-])C)NC(C)=O N-[4-methyl-5-[2-(2-methyl-5-nitro-anilino)pyrimidin-4-yl]thiazol-2-yl]acetamide